methacryloyloxyethyl succinate C(CCC(=O)[O-])(=O)OCCOC(C(=C)C)=O